1-(6-(benzyloxy)pyridin-3-yl)-1H-pyrazole-3-carboxylic acid methyl ester COC(=O)C1=NN(C=C1)C=1C=NC(=CC1)OCC1=CC=CC=C1